C(CCCCCCC\C=C/C\C=C/CCCCC)(=O)OCC(CCCCCCC(=O)OC(CCCCCCCC)CCCCCCCC)COC(=O)OCCCN(CC)CC 2-((((3-(diethylamino)propoxy)carbonyl)oxy)methyl)-9-(heptadecan-9-yloxy)-9-oxononyl (9Z,12Z)-octadeca-9,12-dienoate